C(C(C)C)(O)(O)O iso-butanetriol